[NH4+].P(=O)(OCCN(CCC1=CC=C(C=C1)O)C(CCC1=CC(=CC=C1)OCCCCCCCCCC)=O)(O)O 2-({3-[3-(Decyloxy)phenyl]propanoyl}[2-(4-hydroxyphenyl)ethyl]amino)ethyl dihydrogen phosphate ammonium salt